2-(bromomethyl)-6-chloro-3-fluoro-5-iodobenzoic acid methyl ester COC(C1=C(C(=CC(=C1Cl)I)F)CBr)=O